(rac)-2'-(6-amino-5-phenylpyridin-3-yl)-N-ethyl-5',6'-dihydrospiro[pyrrolidine-3,4'-pyrrolo[1,2-b]pyrazole]-1-carboxamide NC1=C(C=C(C=N1)C=1C=C2N(N1)CC[C@]21CN(CC1)C(=O)NCC)C1=CC=CC=C1 |r|